METHYLCYTOSIN CNC1=NC(NC=C1)=O